21-((tert-butyldiphenylsilyl)oxy)heneicosan-10-ol [Si](C1=CC=CC=C1)(C1=CC=CC=C1)(C(C)(C)C)OCCCCCCCCCCCC(CCCCCCCCC)O